5-{[1-(4-fluorophenyl)-3-methyl-1H-pyrazole-4-carbonyl]amino}-2-formylphenyl difluoromethanesulfonate FC(S(=O)(=O)OC1=C(C=CC(=C1)NC(=O)C=1C(=NN(C1)C1=CC=C(C=C1)F)C)C=O)F